NC=1C=C(C2=C(NC(N2C)=O)C1)OCCO[C@@H]1CN(C[C@@H](C1(F)F)C)C(=O)OC(C)(C)C tert-butyl (3R,5S)-3-(2-((6-amino-3-methyl-2-oxo-2,3-dihydro-1H-benzo[d]imidazol-4-yl)oxy)ethoxy)-4,4-difluoro-5-methylpiperidine-1-carboxylate